C(C=CCCC)(=O)OC Methyl hex-2-enoate